C(CCCCCCC\C=C/CCCCCCCC)(=O)OCC(COC(CCCCCCC\C=C/CCCCCCCC)=O)(COC(CCCCCCC\C=C/CCCCCCCC)=O)CO pentaerythritol trioleate